NC1=C2N=CN(C2=NC(=N1)F)[C@H]1C[C@@H]([C@@](O1)(C#C)CO[P@](=O)(OC1=CC=CC=C1)N[C@@H](CC1=CC=CC=C1)C(=O)OCCCCCCCCCCCCCCCCCCCCC)O henicosyl ((S)-(((2R,3S,5R)-5-(6-amino-2-fluoro-9H-purin-9-yl)-2-ethynyl-3-hydroxytetrahydrofuran-2-yl)methoxy)(phenoxy)phosphoryl)-L-phenylalaninate